ClC1=C(C=C(C=C1)CC(=O)NC=1C=C2CN(C(C2=CC1)=O)C1C(NC(CC1)=O)=O)C 2-(4-chloro-3-methylphenyl)-N-(2-(2,6-dioxopiperidin-3-yl)-1-oxoisoindolin-5-yl)acetamide